N-(6-(2-((4-(6-((4-hydroxy-1-(3-phenylbutanoyl)piperidin-4-yl)methyl)-2-methyl-7-oxo-6,7-dihydro-2H-pyrazolo[4,3-d]pyrimidin-3-yl)benzyl)amino)acetamido)hexyl)benzamide OC1(CCN(CC1)C(CC(C)C1=CC=CC=C1)=O)CN1C=NC=2C(C1=O)=NN(C2C2=CC=C(CNCC(=O)NCCCCCCNC(C1=CC=CC=C1)=O)C=C2)C